C1(CC1)C1=C(CNC2=NC(=NC=C2C(=O)N)NC=2C=NN(C2)C)C=CC=C1 4-((2-cyclopropylbenzyl)amino)-2-((1-methyl-1H-pyrazol-4-yl)amino)pyrimidin-5-carboxamide